methyl (R)-1-(2-amino-2-oxoethyl)-4-(6-((1-(4-(difluoromethyl)phenyl)-4-methyl-1H-1,2,3-triazol-5-yl)methoxy)pyridazin-3-yl)piperazine-2-carboxylate NC(CN1[C@H](CN(CC1)C=1N=NC(=CC1)OCC1=C(N=NN1C1=CC=C(C=C1)C(F)F)C)C(=O)OC)=O